BrC=1C=C(C=CC1)C1(CC(C1)=C)C(=O)N(NC)C(=S)N 2-(1-(3-bromophenyl)-3-methylenecyclobutanecarbonyl)-N-methylthiosemicarbazide